(3S)-1-(4-(3-((1r,3r,5S,7S)-3,5-dimethyladamantan-1-yl)ureido)-3-fluorobenzyl)-N-(2-hydroxypropyl)piperidine-3-carboxamide C[C@]12CC3(CC(C[C@@](C1)(C3)C)C2)NC(NC2=C(C=C(CN3C[C@H](CCC3)C(=O)NCC(C)O)C=C2)F)=O